The molecule is a D-methionine derivative that is the amide obtained by formal condensation of the carboxy group of D-methionine with the amino group of 2-naphthylamine. It is a 2-amino-4-(methylsulfanyl)-N-(2-naphthyl)butanamide and a D-methionine derivative. It is an enantiomer of a L-methionine 2-naphthylamide. CSCC[C@H](C(=O)NC1=CC2=CC=CC=C2C=C1)N